rac-4-((2r,3s,4s,5r)-4,5-dimethyl-3-(1,1,7-trifluoro-2,3-dihydro-1H-inden-4-yl)-5-(trifluoromethyl)tetrahydrofuran-2-carboxamido)pyridineamide C[C@H]1[C@H]([C@@H](O[C@]1(C(F)(F)F)C)C(=O)NC1=CC(=NC=C1)C(=O)N)C1=C2CCC(C2=C(C=C1)F)(F)F |r|